N-[2-(2-aminoethoxy)ethyl]-2-ethyl-4-[[3-[1-ethyl-3-(trifluoromethyl)pyrazol-4-yl]imidazo[1,2-a]pyrazin-8-yl]amino]benzamide NCCOCCNC(C1=C(C=C(C=C1)NC=1C=2N(C=CN1)C(=CN2)C=2C(=NN(C2)CC)C(F)(F)F)CC)=O